C(C1=CC=CC=C1)O[C@@H]1[C@H](N(C[C@@H]([C@H]1OCC1=CC=CC=C1)OCC1=CC=CC=C1)CC1CCC(CC1)C(C)(C)F)C (2r,3r,4r,5s)-3,4,5-tris(benzyloxy)-1-(((1s,4s)-4-(2-fluoroprop-2-yl)cyclohexyl)methyl)-2-methylpiperidine